ClC1=C(C=CC=C1)N/C(/SCC=O)=N/C(OCC)=O (Z)-ethyl (((2-chlorophenyl)amino)((2-oxoethyl)thio)methylene)carbamate